2-(hydroxymethylene)-5-(2-trifluoromethylphenyl)cyclohexane-1,3-dione OC=C1C(CC(CC1=O)C1=C(C=CC=C1)C(F)(F)F)=O